N-(3-Cyclopropyl-3-((6-(1-methyl-1H-pyrazol-4-yl)pyrazolo[1,5-a]pyrazin-4-yl)oxy)cyclobutyl)-N-methylacrylamide C1(CC1)C1(CC(C1)N(C(C=C)=O)C)OC=1C=2N(C=C(N1)C=1C=NN(C1)C)N=CC2